C(=C)(C)C1CC=C(CC1)COC(CCCCCCCC=CCC=CCCCCC)=O Octadeca-9,12-dienoic Acid 4-isopropenyl-cyclohex-1-enylmethyl Ester